CC1(CN(C2=CC=CC=C12)CCCCS(=O)(=O)O)C 3,3-dimethyl-1-(4-sulfobutyl)-3H-indole